2-amino-5-(dimethylcarbamoyl)-6-(pyrrolidin-1-yl)nicotinic acid NC1=C(C(=O)O)C=C(C(=N1)N1CCCC1)C(N(C)C)=O